COC(=O)C1=CC(=C(C=C1)C1=CC2(CC2)CCN1)[N+](=O)[O-] 5-(4-(methoxycarbonyl)-2-nitrophenyl)-6-azaspiro[2.5]oct-4-ene